FC1([C@@H]([C@@H](N(C1)C(=O)C1(CCC1)O)CC=1C(=C(C=CC1)C1=CC(=CC(=C1)F)F)F)NS(=O)(=O)CC)F N-{(2S,3R)-4,4-difluoro-1-(1-hydroxycyclobutane-1-carbonyl)-2-[(2,3',5'-trifluoro[1,1'-biphenyl]-3-yl)methyl]pyrrolidin-3-yl}ethanesulfonamide